CC1(CC1)NC(O[C@@H]1C[C@@](CC1)(C1=CC(=NN1)NC(CC1=CC(=NO1)C)=O)C)=O (1S,3R)-3-methyl-3-(3-(2-(3-methylisoxazol-5-yl)acetamido)-1H-pyrazol-5-yl)cyclopentyl (1-methylcyclopropyl)carbamate